(2S,3S) and (2R,3R)-3-(o-tolyl)butan-2-ol C1(=C(C=CC=C1)[C@@H]([C@H](C)O)C)C |r|